2-(3-methyl-1,2,4-oxadiazol-5-yl)-N-(2-oxo-1,2,3,4-tetrahydroquinolin-6-yl)benzamide CC1=NOC(=N1)C1=C(C(=O)NC=2C=C3CCC(NC3=CC2)=O)C=CC=C1